Tetra-i-propyl-pyromellitic acid C(C)(C)OC(C=1C(C(=O)OC(C)C)=CC(=C(C1)C(=O)OC(C)C)C(=O)OC(C)C)=O